N-(3-bromo-1-cyclobutyl-6-fluoro-1H-indol-2-yl)-3,3-dimethylbutyramide BrC1=C(N(C2=CC(=CC=C12)F)C1CCC1)NC(CC(C)(C)C)=O